(S)-(5-(1,5-dimethyl-1H-pyrazol-4-yl)-1,3,4-oxadiazol-2-yl)(4-(4-(trifluoromethoxy)pyrazolo[1,5-a]pyridin-2-yl)-6,7-dihydro-1H-imidazo[4,5-c]pyridin-5(4H)-yl)methanone CN1N=CC(=C1C)C1=NN=C(O1)C(=O)N1[C@@H](C2=C(CC1)NC=N2)C2=NN1C(C(=CC=C1)OC(F)(F)F)=C2